2-methyl-4-(5-methylsulfonyl-2-propylphenyl)isoquinolin-1-one CN1C(C2=CC=CC=C2C(=C1)C1=C(C=CC(=C1)S(=O)(=O)C)CCC)=O